C(C)N1CC(=C(C2=CC=C3C(=C12)OC1=C3C=CC=C1)O)C(C(F)(F)F)=O 1-ethyl-4-hydroxy-3-(2,2,2-trifluoroethane-1-one-1-yl)benzofuro[3,2-h]quinoline